chloro(crotyl)[di-tert-butyl-(4-dimethylaminophenyl)phosphine] palladium (II) [Pd+2].ClC=1C(=C(C=CC1N(C)C)P(C(C)(C)C)C(C)(C)C)CC=CC